FC1=C(OC2C[C@@H]3[C@@H](CN(C3)C[C@H](O)C3=CC=C(C=N3)O)C2)C=CC=C1 6-((1S)-2-((3ar,5r,6as)-5-(2-fluorophenoxy)hexahydrocyclopenta[c]pyrrol-2(1H)-yl)-1-hydroxyethyl)pyridin-3-ol